N\C(\C1CC1)=N/C1=C(C(=O)[O-])C=CC(=C1)[C@H](C)NC1=NC(=NC(=C1)C)N [(Z)-[amino (cyclopropyl) methylene]amino]4-[(1S)-1-[(2-amino-6-methyl-pyrimidin-4-yl)amino]ethyl]benzoate